pyrrolotriazole N1=NN=C2C1=CC=N2